NCC=1C=C(C=CC1)N1N=C(C=C1C(=O)NC1=CC(=CC=C1)[C@H](C1=C(C=CC2=CC=CC=C12)OC)NCC1CC1)C(F)(F)F |r| Racemic-1-(3-(Aminomethyl)phenyl)-N-(3-((cyclopropylmethylamino)(2-methoxynaphthalen-1-yl)methyl)phenyl)-3-(trifluoromethyl)-1H-pyrazole-5-carboxamide